3',6'-dihydroxy-3,4-dihydro-5H-spiro[furan-2,9'-xanthen]-5-one OC=1C=CC=2C3(C4=CC=C(C=C4OC2C1)O)OC(CC3)=O